3-tert-butyl-1-(5-{[(tert-butyldimethylsilyl)oxy]methyl}-2-oxo-1-[(1S)-1-[3-(trifluoromethoxy)phenyl]ethyl]quinoxalin-6-yl)urea C(C)(C)(C)NC(NC=1C(=C2N=CC(N(C2=CC1)[C@@H](C)C1=CC(=CC=C1)OC(F)(F)F)=O)CO[Si](C)(C)C(C)(C)C)=O